tert-butyl 2-(3'-(3-(3-oxa-9-azaspiro[5.5]undec-9-yl) propoxy)-2,2'-dimethyl-[1,1'-biphenyl]-3-yl)-6,7-dihydrothiazolo[4,5-c]pyridine-5(4H)-carboxylate C1COCCC12CCN(CC2)CCCOC=2C(=C(C=CC2)C2=C(C(=CC=C2)C=2SC1=C(CN(CC1)C(=O)OC(C)(C)C)N2)C)C